3-{4-[(5-cyanopyridin-2-yl)oxy]-3-methylphenyl}-1-(4-methoxycyclohexanecarbonyl)urea C(#N)C=1C=CC(=NC1)OC1=C(C=C(C=C1)NC(NC(=O)C1CCC(CC1)OC)=O)C